C(C)(C)(C)OC(=O)N1CCN(CC1)C1=CC=C(C2=C1N=NN2C)C(=O)O 7-[4-(tert-butoxycarbonyl)piperazin-1-yl]-3-methyl-1,2,3-benzotriazole-4-carboxylic acid